C(C)C(C(=O)O)CCCCCC\C=C/CCCCCCCC.C(CCCCCCC\C=C/CCCCCCCC)(=O)OCC ethyl oleate (Ethyl oleate)